1,2-Phenylene-diacetic acid C1(=C(C=CC=C1)CC(=O)O)CC(=O)O